N-ethyl-10-fluoro-N-[3-fluoro-5-[2-(1-methylcyclopropyl)ethynyl]phenyl]-2,4,5,7,12-pentazatricyclo[7.4.0.02,6]trideca-1(13),3,5,7,9,11-hexaen-8-amine C(C)N(C1=NC2=NN=CN2C2=CN=CC(=C12)F)C1=CC(=CC(=C1)C#CC1(CC1)C)F